6-bromo-1-(4-fluorophenylmethyl)-4-methyl-2-oxo-N-(spiro[3.3]hept-2-yl)-1,2-dihydro-1,8-naphthyridine-3-carboxamide BrC=1C=C2C(=C(C(N(C2=NC1)CC1=CC=C(C=C1)F)=O)C(=O)NC1CC2(C1)CCC2)C